Cl.CN1CC(CC1)C#N methylpyrrolidine-3-carbonitrile hydrochloride